acryloyloxypropyldimethylsilanol C(C=C)(=O)OCCC[Si](O)(C)C